FC(CN(C(C1=C(C=CC(=C1)F)C1=C2C=NN(C2=CC(=C1)CC1CN(C1)CC1CCC(CC1)NS(=O)(=O)CC)C)=O)C(C)C)F N-(2,2-difluoroethyl)-5-fluoro-2-{1-methyl-6-[(1-{[(1r,4r)-4-ethylsulfonylaminocyclohexyl]methyl}azetidin-3-yl)methyl]-1H-indazol-4-yl}-N-(isopropyl)benzamide